C(C)(C)(C)C1=CC=CC(=N1)C=1NC2=CC=C(C=C2C1)SCC(=O)O 2-((2-(6-(tert-Butyl)pyridin-2-yl)-1H-indol-5-yl)thio)acetic acid